N1(N=CC=C1)CC=1C=CC(=NC1C)C(=O)NS(=O)(=O)C1=C(C=CC=C1OC)OC 5-((1H-pyrazol-1-yl)methyl)-N-((2,6-dimethoxyphenyl)sulfonyl)-6-methylpicolinamide